C(C1CO1)OC(C=CC=CC=C)=O 2,4,6-heptatrienoic acid-2,3-epoxypropyl ester